C(C)(C)(C)OC(=O)N1C[C@@H](CCC1)C(NC1=NN(C2=CC=C(C=C12)C1=C(C=C(C=C1)C)Cl)C(C1=CC=CC=C1)(C1=CC=CC=C1)C1=CC=CC=C1)=O (3R)-3-{[5-(2-chloro-4-methylphenyl)-1-trityl-1H-indazol-3-yl]carbamoyl}piperidine-1-carboxylic acid tert-butyl ester